N-((2,6-Diisopropylphenyl)carbamoyl)-2,4,6-trimethylpiperidin-1-sulfonamid C(C)(C)C1=C(C(=CC=C1)C(C)C)NC(=O)NS(=O)(=O)N1C(CC(CC1C)C)C